FC1=C(C=CC=C1C[C@@H]1N(CC([C@@H]1NS(=O)(=O)CC)(F)F)C(=O)C1CC(C1)(F)F)C1=CC(=CC=C1)F N-[(2S,3R)-2-[(2,3'-difluoro[1,1'-biphenyl]-3-yl)methyl]-1-(3,3-difluorocyclobutane-1-carbonyl)-4,4-difluoropyrrolidin-3-yl]ethanesulfonamide